C1(CCCCC1)CCOC(=O)N1[C@H](C2=CC=CC=C2[C@H](C1)C=1C=NN(C1C)C)C |r| 2-cyclohexylethyl-rac-(1S,4S)-4-(1,5-dimethylpyrazol-4-yl)-1-methyl-3,4-dihydro-1H-isoquinoline-2-carboxylate